FCCOCCOC1=CC=C(C=C1)CCN 2-(4-(2-(2-fluoroethoxy)ethoxy)phenyl)ethylamine